4-butoxy-3,5-dimethoxyphenethylamine C(CCC)OC1=C(C=C(CCN)C=C1OC)OC